(3-oxo-1,2,4,5-tetrahydro-2-benzazepin-8-yl)acetamide O=C1NCC2=C(CC1)C=CC(=C2)CC(=O)N